ClC=1C=C(C(=C(C1)O)C1=NC=2C(=NC=C(N2)Cl)N1C)C 5-chloro-2-(5-chloro-1-methyl-imidazo[4,5-b]pyrazin-2-yl)-3-methyl-phenol